6-[4-[(2S)-2-[(dimethylamino)methyl]pyrrolidin-1-yl]-5,6-difluoro-8-(methylamino)-9H-pyrido[2,3-b]indol-3-yl]-1-(methylamino)-4-oxo-1,8-naphthyridine-3-carboxylic acid CN(C)C[C@H]1N(CCC1)C1=C(C=NC=2NC3=C(C=C(C(=C3C21)F)F)NC)C=2C=C1C(C(=CN(C1=NC2)NC)C(=O)O)=O